ClC=1C(=NC(=CC1)C(=O)OC)C(=O)O 3-chloro-6-(methoxycarbonyl)pyridine-2-carboxylic acid